CC(C(CNC(=O)C(=O)OCC)=O)(C)C1=CC=CC=C1 ethyl [(3-methyl-2-oxo-3-phenylbutyl)carbamoyl]formate